[O-2].[Ca+2].[Zn+2].[Fe+2].[O-2].[O-2] iron-zinc-calcium oxide